methyl (4S,7R)-7-(4-chlorophenyl)-4-(3-hydroxyphenyl)-2-methyl-5-oxo-1,4,5,6,7,8-hexahydroquinoline-3-carboxylate ClC1=CC=C(C=C1)[C@H]1CC(C=2[C@@H](C(=C(NC2C1)C)C(=O)OC)C1=CC(=CC=C1)O)=O